C1(=CC=CC=C1)C=1C=C2C(=NC1)NC=C2C2=CC=1N(C=C2)N=CC1C(=O)N[C@@H](C(F)(F)F)C (R)-5-(5-phenyl-1H-pyrrolo[2,3-b]pyridin-3-yl)-N-(1,1,1-trifluoropropan-2-yl)pyrazolo[1,5-a]pyridine-3-carboxamide